COC1=CC=C(C=N1)C(CC(=O)O)C=1SC(=CN1)CCCCC1=NC=2NCCCC2C=C1 3-(6-methoxypyridin-3-yl)-3-(5-(4-(5,6,7,8-tetrahydro-1,8-naphthyridin-2-yl)butyl)thiazol-2-yl)propionic acid